N-methyl-3-(2-{[4-(4-methylpiperazin-1-yl)phenyl]amino}-5,5-dioxido-6-propyl-6H-pyrimido[5,4-c][2,1]benzothiazin-9-yl)benzamide CNC(C1=CC(=CC=C1)C=1C=CC2=C(C3=C(S(N2CCC)(=O)=O)C=NC(=N3)NC3=CC=C(C=C3)N3CCN(CC3)C)C1)=O